tert-butyl (3R*,4S*)-3-((2-((S)-1-amino-5-(tert-butoxy)-1,5-dioxopentan-2-yl)-1-oxoisoindolin-5-yl)oxy)-4-(pyridin-4-yl)pyrrolidine-1-carboxylate NC([C@H](CCC(=O)OC(C)(C)C)N1C(C2=CC=C(C=C2C1)O[C@H]1CN(C[C@@H]1C1=CC=NC=C1)C(=O)OC(C)(C)C)=O)=O |o1:22,26|